C1([C@H](O)[C@H](O)[C@H](O)CO1)CC(=O)[O-] D-ribopyranosyl-acetate